C1(CCCCC1)NC1=C(N=C2N1C=CC(=C2)C=2C(=NOC2C)C)CCC2=CC=C(C=C2)NC(CCCCCCCCCCCNC2=C1C(N(C(C1=CC=C2)=O)C2C(NC(CC2)=O)=O)=O)=O N-(4-(2-(3-(cyclohexylamino)-7-(3,5-dimethylisoxazol-4-yl)imidazo[1,2-a]pyridin-2-yl)ethyl)phenyl)-12-((2-(2,6-dioxopiperidin-3-yl)-1,3-dioxoisoindolin-4-yl)amino)dodecanamide